NC(CO)CC(C)C 2-amino-4-methyl-1-pentanol